(2S,3S,7aR)-3-(2-hydroxyethyl)-2-(hydroxymethyl)tetrahydro-1H-pyrrolizine OCC[C@H]1[C@H](CC2=CCCN12)CO